(R)-β-amino-4-(3,4-dichlorophenyl)butyric acid N[C@@H](CC(=O)O)CC1=CC(=C(C=C1)Cl)Cl